3,6-dibromo-2-methylpyridine BrC=1C(=NC(=CC1)Br)C